5-(((trans-3-(4-(2-chlorophenyl)-3-cyclopropyl-1H-pyrazol-1-yl)cyclobutyl)methyl)amino)-2-(2,6-dioxopiperidin-3-yl)isoindoline-1,3-dione ClC1=C(C=CC=C1)C=1C(=NN(C1)[C@@H]1C[C@H](C1)CNC=1C=C2C(N(C(C2=CC1)=O)C1C(NC(CC1)=O)=O)=O)C1CC1